((6-((2-cyano-4-methylphenoxy)methyl)pyridin-2-yl)methyl)piperidine-1-carboxylic acid tert-butyl ester C(C)(C)(C)OC(=O)N1C(CCCC1)CC1=NC(=CC=C1)COC1=C(C=C(C=C1)C)C#N